BrC=1C(=NC=C(C1)F)C=1OCC(N1)(C)CCCC 2-(3-Bromo-5-fluoropyridin-2-yl)-4-butyl-4-methyl-4,5-dihydrooxazole